3-chloro-5-methyl-aniline ClC=1C=C(N)C=C(C1)C